CO[C@@H]1CC[C@H](CC1)NC(=O)C=1C=NN2C1C=C(C=C2)C2=CNC=1N=CN=C(C12)C=1C=NN(C1)C N-(trans-4-methoxycyclohexyl)-5-(4-(1-methyl-1H-pyrazol-4-yl)-7H-pyrrolo[2,3-d]pyrimidin-5-yl)pyrazolo[1,5-a]pyridine-3-carboxamide